FC1(CCC(CC1)CC(=O)N1[C@@H]([C@H]2C([C@H]2C1)(C)C)C(=O)N[C@H](C=O)C[C@H]1C(NCC1)=O)F (1R,2S,5S)-3-(2-(4,4-difluorocyclohexyl)acetyl)-6,6-dimethyl-N-((S)-1-oxo-3-((S)-2-oxopyrrolidin-3-yl)propan-2-yl)-3-azabicyclo[3.1.0]hexane-2-carboxamide